C(CCC)C1CCN(CC1)CC1=CC(=C(C(=C1)O)N1CC(NS1(=O)=O)=O)F 5-[4-[(4-butyl-1-piperidyl)methyl]-2-fluoro-6-hydroxy-phenyl]-1,1-dioxo-1,2,5-thiadiazolidin-3-one